C(C)(C)OC1=CC(N(C=C1C=1C=NN(C1)[C@@H](C)C1=CC=CC=C1)C)=O (S)-4-isopropoxy-1-methyl-5-(1-(1-phenylethyl)-1H-pyrazol-4-yl)pyridine-2(1H)-one